(2R,3S,4R,5S,6S)-2-(acetoxymethyl)-6-cyanotetrahydro-2H-pyran-3,4,5-triyl triacetate C(C)(=O)O[C@H]1[C@H](O[C@H]([C@@H]([C@H]1OC(C)=O)OC(C)=O)C#N)COC(C)=O